C1(=CC=CC=C1)C1=NN2C(NCCC2C2=NC=CC=C2)=C1 (-)-2-Phenyl-7-(pyridin-2-yl)-4,5,6,7-tetrahydropyrazolo[1,5-a]pyrimidine